6-(benzyloxy)-2-fluoro-4-(5-(6-((6-methoxypyridin-3-yl)methyl)-3,6-diazabicyclo[3.1.1]heptan-3-yl)pyrazin-2-yl)pyrazolo[1,5-a]pyridine-3-carbaldehyde C(C1=CC=CC=C1)OC=1C=C(C=2N(C1)N=C(C2C=O)F)C2=NC=C(N=C2)N2CC1N(C(C2)C1)CC=1C=NC(=CC1)OC